FC(C1=CC=C(C=N1)C1=NN=C(S1)C1CN(CCC1)C(=O)OC(C)(C)C)(F)F tert-butyl 3-(5-(6-(trifluoromethyl)pyridin-3-yl)-1,3,4-thiadiazol-2-yl)piperidine-1-carboxylate